(5-fluoro-2-methoxypyridin-3-yl)boronic acid FC=1C=C(C(=NC1)OC)B(O)O